2-((7-(6-((4-chloro-2-fluorobenzyl)oxy)pyridin-2-yl)-5-fluoro-2,3-dihydrobenzofuran-4-yl)methyl)-1-((1-(fluoromethyl)cyclopropyl)methyl)-1H-benzo[d]imidazole-6-carboxylic acid ClC1=CC(=C(COC2=CC=CC(=N2)C2=CC(=C(C=3CCOC32)CC3=NC2=C(N3CC3(CC3)CF)C=C(C=C2)C(=O)O)F)C=C1)F